[Co]=[Te].[Ni] nickel-cobalt telluride